C1N(CC2C1CCC2)CC2=CC1=C(C(N(CCO1)C[C@@H](CN1CC3=CC=CC=C3CC1)O)=O)C=C2 8-(3,3a,4,5,6,6a-hexahydro-1H-cyclopenta[c]pyrrol-2-ylmethyl)-4-[(2R)-3-(3,4-dihydro-1H-isoquinolin-2-yl)-2-hydroxy-propyl]-2,3-dihydro-1,4-benzoxazepin-5-one